NC1(CCN(CC1)C(=O)OC(C)(C)C)COC tert-Butyl 4-amino-4-(methoxymethyl)piperidine-1-carboxylate